3-[3-(cyclopropyl-methoxy)-5-methoxy-phenyl]-5-[(1R)-1-(3,5-dimethylpyridazin-4-yl)ethoxy]-1H-indazole C1(CC1)COC=1C=C(C=C(C1)OC)C1=NNC2=CC=C(C=C12)O[C@H](C)C1=C(N=NC=C1C)C